3-methyl-piperidine-1,3-dicarboxylic acid 1-tert-butyl ester C(C)(C)(C)OC(=O)N1CC(CCC1)(C(=O)O)C